[N+](=O)([O-])C1=CC=C(C=C1)S(=O)(=O)NC(CCNC(OC(C)(C)C)=O)C tert-butyl (3-((4-nitrophenyl)sulfonamido)butyl)carbamate